2-(2-Hydroxyethyl)-2H-indazole-6-carbonitrile OCCN1N=C2C=C(C=CC2=C1)C#N